2,2,6,6-tetramethylpiperidinol sebacate C(CCCCCCCCC(=O)O)(=O)O.CC1(N(C(CCC1)(C)C)O)C